4-((5,9-dimethyldeca-3,8-dien-1-yl)oxy)-3-ethoxybenzaldehyde CC(C=CCCOC1=C(C=C(C=O)C=C1)OCC)CCC=C(C)C